O=S1(NC2=C(CC1)C=C(C=C2)OC=2N=C(SC2C2=NC(=NC=C2)N[C@@H]2CNC[C@H](C2)F)C)=O 4-[4-[(2,2-dioxo-3,4-dihydro-1H-2λ6,1-benzothiazin-6-yl)oxy]-2-methyl-thiazol-5-yl]-N-[(3S,5S)-5-fluoro-3-piperidyl]pyrimidin-2-amine